COC1=C(C(=CC=C1)OC)C1=NN(C2=NC(=CC=C21)NC(=O)[C@H]2[C@H](C2)F)COCC[Si](C)(C)C (1S,2S)-N-(3-(2,6-dimethoxyphenyl)-1-((2-(trimethylsilyl)ethoxy)methyl)-1H-pyrazolo[3,4-b]pyridin-6-yl)-2-fluorocyclopropane-1-carboxamide